3-((2S)-3-(8-(3'-cyanobiphenyl-3-ylsulfonyl)-1-oxa-8-azaspiro[4.5]dec-3-ylamino)-2-hydroxypropoxy)-N-methylbenzenesulfonamide C(#N)C=1C=C(C=CC1)C1=CC(=CC=C1)S(=O)(=O)N1CCC2(CC(CO2)NC[C@@H](COC=2C=C(C=CC2)S(=O)(=O)NC)O)CC1